6-(2-amino-5-(3-((dimethylamino)methyl)-4-((2R,6S)-2,6-dimethylmorpholino)phenyl)-6-fluoropyridin-3-yl)-7-fluoro-3,4-dihydroisoquinolin-1(2H)-one NC1=NC(=C(C=C1C=1C=C2CCNC(C2=CC1F)=O)C1=CC(=C(C=C1)N1C[C@H](O[C@H](C1)C)C)CN(C)C)F